1-METHYL-1H-PYRROL-3-YLBORONIC ACID CN1C=C(C=C1)B(O)O